N-(4-(4-Amino-1-(2,2-difluoroethyl)-1H-pyrazolo[3,4-d]pyrimidin-3-yl)phenyl)-6-Isopropyl-2-(5-methylpyridin-2-yl)-3-oxo-2,3-dihydropyridazine-4-carboxamide NC1=C2C(=NC=N1)N(N=C2C2=CC=C(C=C2)NC(=O)C=2C(N(N=C(C2)C(C)C)C2=NC=C(C=C2)C)=O)CC(F)F